C=1(C(=CC(=C(C1)C(=O)Cl)C(=O)Cl)C(=O)Cl)C(=O)Cl 1,2,4,5-benzenetetraoyl chloride